2-Nitrobenzyl N,N-dimethylcarbamat CN(C(OCC1=C(C=CC=C1)[N+](=O)[O-])=O)C